NC=1C(=C(C(=C(C(=O)NC=2C=C(C=CC2N2CCN(CC2)C)N2N=NC(=C2)C(=O)O)C1)Cl)C)F (3-(5-amino-2-chloro-4-fluoro-3-methylbenzamido)-4-(4-methylpiperazin-1-yl)phenyl)-1H-1,2,3-triazole-4-carboxylic acid